Cl.C(C1=CC=CC=C1)OC(=O)N1CC(C1)(C1=CC=C(C=C1)C1=C(N=CS1)C)N.O=C1NC(CCC1N1CC2=CC=C(C=C2C1=O)NCC(=O)N)=O 2-[[2-(2,6-dioxo-3-piperidinyl)-3-oxo-isoindolin-5-yl]amino]acetamide benzyl-3-amino-3-[4-(4-methylthiazol-5-yl)phenyl]azetidine-1-carboxylate hydrochloride